CN([C@@H](COCCCCCCCC\C=C/C\C=C/CCCCC)COCCCC\C=C/CC)C (2S)-N,N-dimethyl-1-[(9Z,12Z)-octadeca-9,12-dien-1-yl-oxy]-3-[(5Z)-oct-5-en-1-yloxy]propan-2-amine